(2-(1-(2-Methoxyethoxy)ethyl)-1H-indazol-3-yl)isoindoline-1,3-dione COCCOC(C)N1NC2=CC=CC=C2C1N1C(C2=CC=CC=C2C1=O)=O